2-(3,3-dimethylpiperazin-1-yl)-N-(5-(pyridin-3-yloxy)pyridin-2-yl)propanamide CC1(CN(CCN1)C(C(=O)NC1=NC=C(C=C1)OC=1C=NC=CC1)C)C